CC(C[C@H]1C(N[C@H](C(N1)=O)CC(C)P(=O)(OOCC)O)=O)P(=O)(OOCC)O (3S,6S)-3,6-bis(2-methyl-(ethoxy)phosphonoethyl)-2,5-diketopiperazine